FC1=C(CC=2NC(=NN2)C(=O)N)C=C(C=C1F)F 5-(2,3,5-trifluorobenzyl)-4H-1,2,4-triazole-3-carboxamide